1-(2,3-dihydrobenzo[b][1,4]dioxin-6-yl)-3-(3-(4-fluorophenyl)-3-hydroxypyrrolidine-1-yl)propan-1-one O1C2=C(OCC1)C=C(C=C2)C(CCN2CC(CC2)(O)C2=CC=C(C=C2)F)=O